ClC1=C(NC2=NC(=NC(=N2)Cl)Cl)C=CC=C1Cl 2-(2,3-dichloroanilino)-4,6-dichloro-1,3,5-triazine